CS(=O)(=O)OCC1=C(C(=CC=C1)NC(=O)C1=CC2=C(N1C)C=CS2)COC2=CC=C(OC1CCN(CC1)C(=O)OC(C)(C)C)C=C2 tert-Butyl 4-[4-[[2-(methylsulfonyloxymethyl)-6-[(4-methylthieno[3,2-b]pyrrole-5-carbonyl)amino]phenyl]methoxy]phenoxy]-piperidine-1-carboxylate